6-chloro-1,5-dimethyl-9H-pyrido[3,4-b]indole ClC=1C(=C2C3=C(NC2=CC1)C(=NC=C3)C)C